4-(1-(4-((Cyclopropylamino)methyl)-2,6-difluorophenyl)-1H-imidazol-4-yl)-N-(1-(methylsulfonyl)piperidin-4-yl)-5-(trifluoromethyl)pyrimidin-2-amine C1(CC1)NCC1=CC(=C(C(=C1)F)N1C=NC(=C1)C1=NC(=NC=C1C(F)(F)F)NC1CCN(CC1)S(=O)(=O)C)F